dopamine hydrochloride methacrylate C(C(=C)C)(=O)O.Cl.NCCC1=CC(O)=C(O)C=C1